4,4'-((4-(piperidine-1-carbonyl)pyridine-2,6-diyl)bis(1H-1,2,3-triazole-4,1-diyl))bis(2-hydroxybenzoic acid) N1(CCCCC1)C(=O)C1=CC(=NC(=C1)C=1N=NN(C1)C1=CC(=C(C(=O)O)C=C1)O)C=1N=NN(C1)C1=CC(=C(C(=O)O)C=C1)O